C(C)(C)(C)OC(=O)N[C@@H](CC1CC1)C(=O)N[C@@H](C[C@H]1C(NCC1)=O)C(=O)N(C)OC N-(tert-butoxycarbonyl)-3-cyclopropyl-L-alanyl-N1-methoxy-N1-methyl-3-[(3S)-2-oxopyrrolidin-3-yl]-L-alaninamide